C=1(C(=CC=CC1)C(=O)N)C(=O)N benzene-diamide